2-Methyl-6-((prop-2-en-1-yloxy)methyl)pyrazin CC1=NC(=CN=C1)COCC=C